2'-chloro-N-(5-(((1s,2s)-2-fluorocyclopropyl)methoxy)-1,3,4-thiadiazol-2-yl)-5'-methoxy-6-methyl-(4,4'-bipyridine)-3-carboxamide ClC1=NC=C(C(=C1)C1=C(C=NC(=C1)C)C(=O)NC=1SC(=NN1)OC[C@H]1[C@H](C1)F)OC